2-{3-[(3S)-3-(tert-butylamino)pyrrolidin-1-yl]-1,2,4-triazin-6-yl}-5-(1H-pyrazol-4-yl)phenol C(C)(C)(C)N[C@@H]1CN(CC1)C=1N=NC(=CN1)C1=C(C=C(C=C1)C=1C=NNC1)O